(±)-trans-2-(pyrimidin-2-yl)cyclopropanecarboxylic acid N1=C(N=CC=C1)[C@H]1[C@@H](C1)C(=O)O |r|